ClC=1C(=NC(=CC1)OC)C(=O)N1C2CN(C(CC1)CC2)CC2=C(N=C1N2C=CC=C1)C1=CC=C(C=C1)Cl (3-chloro-6-methoxypyridin-2-yl)[6-{[2-(4-chlorophenyl)imidazo[1,2-a]pyridin-3-yl]methyl}-2,6-diazabicyclo[3.2.2]non-2-yl]methanone